CO[Si](CC(CCC(C[Si](OC)(OC)OC)C)C)(OC)OC 1,6-Bis(trimethoxysilyl)-2,5-dimethylhexane